4-{N-methyl-3-[(({1-[4-(2-cyclopropoxyphenyl)pyridin-3-yl]cyclopropyl}amino)methyl)-4-methylbenzenesulfonamido]butyl}-3-[(2S,3R,4S,5R)-1,3,4,5,6-pentahydroxyhexan-2-yl]urea CN(S(=O)(=O)C1=C(C=C(C=C1)C)CNC1(CC1)C=1C=NC=CC1C1=C(C=CC=C1)OC1CC1)C(CC[C@]([C@@H]([C@H](CO)NC(N)=O)O)([C@@H](CO)O)O)C